ClC1=CC=C(C=C1)S(=NC(CC=1N=C2N(C=C(C=C2)C2=NOC(=N2)C(F)(F)F)C1)=O)(=O)CCOC N-((4-chlorophenyl)(2-methoxyethyl)(oxo)-λ6-sulfaneylidene)-2-(6-(5-(trifluoromethyl)-1,2,4-oxadiazol-3-yl)imidazo[1,2-a]pyridin-2-yl)acetamide